OCCNC(O[C@@H]1CC[C@H](CC1)C(N(C[C@@H]1CC[C@H](CC1)C1=CC(=C(C=C1)OC)C)C1=NC=CC(=C1)C1=CN=C(S1)C(C)C)=O)=O trans-4-((4-(2-Isopropylthiazol-5-yl)pyridin-2-yl)((trans-4-(4-methoxy-3-methylphenyl)cyclohexyl)methyl)carbamoyl)-cyclohexyl (2-hydroxyethyl)carbamate